N,N-dihydroxyethyl-hydrazine ON(NCC)O